C(C)N1C(C2=C(CC1)N=C(S2)COC2=CC=CC=C2)=O ethyl-6,7-dihydro-2-(phenoxymethyl)-thiazolo[5,4-c]pyridin-4(5H)-one